N1=NN(C2=NC=CC=C21)C2=CC(=C(C(=O)N([C@H]1CNCCC1)C1=NC=CC3=CC=C(C=C13)/C=C/C(=O)O)C=C2)F (R,E)-3-(1-(4-(3H-[1,2,3]triazolo[4,5-b]pyridin-3-yl)-2-fluoro-N-(piperidin-3-yl)benzamido)isoquinolin-7-yl)acrylic acid